C(C)(C)(C)OC(=O)N1C(CCC1)C1=NC(=CC=C1OCC1=CC=CC=C1)C 2-(3-(benzyloxy)-6-methylpyridinyl)pyrrolidine-1-carboxylic acid tert-butyl ester